P(=O)([O-])([O-])[O-].C(C1=CC=CC=C1)[Ni+].C(C1=CC=CC=C1)[Ni+].C(C1=CC=CC=C1)[Ni+] benzyl-nickel phosphate salt